C(C)OC(C[C@@H](C=1C=NC(=NC1)OC)N)=O (S)-3-amino-3-(2-methoxypyrimidin-5-yl)propionic acid ethyl ester